FC1(CCC(CC1)C1=NC=CC(=C1N)C1CCC(CC1)(F)F)F 2,4-bis(4,4-difluorocyclohexyl)pyridin-3-amine